2,3,4,5,6,7-hexahydro-4aH-cyclopenta[b]pyridine-4a-carboxylic acid ethyl ester C(C)OC(=O)C12C(=NCCC1)CCC2